5,7-dimethyl-2,6-diphenyl-2,6-dihydro-1H-pyrrolo[3,4-d]pyridazin-1-one CC=1N(C(=C2C(N(N=CC21)C2=CC=CC=C2)=O)C)C2=CC=CC=C2